FC=1C=CC(=C(C1)CC(=O)[O-])OCOC 2-[5-fluoro-2-(methoxymethoxy)-phenyl]acetate